C(#N)C=1N=CC(=NC1)NC1=NNC(=C1)C1=C(C=C(C=C1)C1C(CN(CC1)C(=O)OC(C)(C)C)(F)F)OC tert-Butyl 4-[4-[3-[(5-cyanopyrazin-2-yl)amino]-1H-pyrazol-5-yl]-3-methoxy-phenyl]-3,3-difluoro-piperidine-1-carboxylate